7-(1-(5-fluoro-2-methylpyridin-3-yl)piperidin-4-yl)-5-((3-(trifluoromethyl)pyridin-2-yl)methyl)pyrido[2,3-b]pyrazin-6(5H)-one FC=1C=C(C(=NC1)C)N1CCC(CC1)C1=CC=2C(=NC=CN2)N(C1=O)CC1=NC=CC=C1C(F)(F)F